NC1=C(C2=C(C=CC=C2C=C1S(=O)(=O)O)OC)O 2-amino-1-hydroxy-8-methoxy-Naphthalene-3-sulfonic acid